2-(4,4-difluoropiperidin-1-yl)-5-fluoro-4-iodopyridine FC1(CCN(CC1)C1=NC=C(C(=C1)I)F)F